4-[3-(4-benzyloxyphenyl)-1H-pyrazol-4-yl]pyridine C(C1=CC=CC=C1)OC1=CC=C(C=C1)C1=NNC=C1C1=CC=NC=C1